2-butyl-7-isopropoxy-1-(3-((isopropylamino)methyl)benzyl)-1H-imidazo[4,5-d]pyridazin-4-amine dihydrochloride salt Cl.Cl.C(CCC)C1=NC=2C(=C(N=NC2N)OC(C)C)N1CC1=CC(=CC=C1)CNC(C)C